(R or S)-2-(3-((R or S)-1-(((S)-((S)-5-cyano-1,2,3,4-tetrahydroquinolin-3-yl)(phenyl)methyl)amino)propan-2-yl)phenyl)propanoic acid C(#N)C1=C2C[C@@H](CNC2=CC=C1)[C@@H](C1=CC=CC=C1)NC[C@H](C)C=1C=C(C=CC1)[C@H](C(=O)O)C |o1:21,29|